COC1=CC=C(C=C1)CN1N=CC2=C1C(N(C=C2C2=CC(=C(C=C2)CN2CCN(CC2)C(=O)OC(C)(C)C)OC(F)(F)F)C)=O tert-butyl 4-[[4-[1-[(4-methoxyphenyl)methyl]-6-methyl-7-oxo-pyrazolo[3,4-c]pyridin-4-yl]-2-(trifluoromethoxy)phenyl]methyl]piperazine-1-carboxylate